1-Ethyl-3-methylimidazolium bis(fluorosulfonyl)imide CCN1C=C[N+](=C1)C.[N-](S(=O)(=O)F)S(=O)(=O)F